CC1(OB(OC1(C)C)C=1C=C2CCN(CC2=C(C1)[C@H]1NCCC1)C([C@](C(F)(F)F)(C)O)=O)C (S)-2-(6-(4,4,5,5-tetramethyl-1,3,2-dioxaborolan-2-yl)-2-((S)-3,3,3-Trifluoro-2-hydroxy-2-methylpropionyl)-1,2,3,4-tetrahydroisoquinolin-8-yl)pyrrolidine